FC=1C=C(C=CC1C1(CCC(CC1)CCO)OC)N1C(CCCC1=O)=O 3-fluoro-4-[4-(2-hydroxyethyl)-1-methoxycyclohexyl]phenylpiperidine-2,6-dione